5-(3-(3-(oxetan-3-yl)-2-oxoimidazoline-1-yl)piperidin-1-yl)pyrazine-2-carboxamide O1CC(C1)N1C(N(CC1)C1CN(CCC1)C=1N=CC(=NC1)C(=O)N)=O